(1R,2R)-5-((2-methyl-[1,1'-biphenyl]-3-yl)methoxy)-1-((2-(4-methylpiperazin-1-yl)ethyl)amino)-2,3-dihydro-1H-inden-2-ol CC1=C(C=CC=C1COC=1C=C2C[C@H]([C@@H](C2=CC1)NCCN1CCN(CC1)C)O)C1=CC=CC=C1